3-Acetyl-9-[2,6-dimethyl-4-(1-propyn-1-yl)phenyl]-3-azaspiro[5.5]undecane-8,10-dione C(C)(=O)N1CCC2(CC1)CC(C(C(C2)=O)C2=C(C=C(C=C2C)C#CC)C)=O